FC\C=C/C(=C\CN(C(=O)N)CCC(=O)OC)/C1CCN(CC1)C(=O)OC(C)(C)C tert-Butyl 4-((2Z,4Z)-6-fluoro-1-(1-(3-methoxy-3-oxopropyl)ureido)hexa-2,4-dien-3-yl)piperidine-1-carboxylate